(hydroxymethyl)-5-methyl-7,9-dioxo-2,5,7,9-tetrahydro-1,6-methanopyrido[1,2-b][1,2,5]triazonine-10-carboxamide OCC1C=CC(N2C(C=3N(N1C2)C=C(C(C3)=O)C(=O)N)=O)C